NC(CC=1C=C2C(=NC(=NN2C1Br)Cl)NCC=1OC=CC1)CF 6-(2-amino-3-fluoropropyl)-7-bromo-2-chloro-N-(furan-2-ylmethyl)pyrrolo[2,1-f][1,2,4]triazin-4-amine